ClC=1C=CC(=C(C1)O)NC1C(CNCC1)C 5-chloro-2-[(3-methyl-4-piperidinyl)amino]phenol